(2'-O-ribosyl-adenosine) phosphate P(=O)(O)(O)OC[C@@H]1[C@H]([C@H]([C@@H](O1)N1C=NC=2C(N)=NC=NC12)OC1[C@H](O)[C@H](O)[C@H](O1)CO)O